5-(4-{[(3R)-1-methylpiperidin-3-yl]amino}phthalazin-1-yl)-2-(trifluoromethyl)pyridin CN1C[C@@H](CCC1)NC1=NN=C(C2=CC=CC=C12)C=1C=CC(=NC1)C(F)(F)F